C(CCCCCC(=O)OC(CCCCCCC)C)(=O)OCC(COC(CCCCCC(=O)OC(CCCCCCC)C)=O)(CO)CO O1-[2,2-bis(hydroxymethyl)-3-[7-(1-methyloctoxy)-7-oxo-heptanoyl]oxy-propyl] O7-(1-methyloctyl) heptanedioate